N[C@@H](C(=O)N[C@H](C)C1=CC(=CC=C1)C(F)(F)F)CO (2R)-2-amino-3-hydroxy-N-[(1R)-1-[3-(trifluoromethyl)phenyl]ethyl]propanamide